tert-butyl (S)-4-(2-(2,7-dimethylpyrazolo[1,5-a]pyridin-5-yl)-9-methyl-4-oxo-4H-pyrido[1,2-a][1,3,5]triazin-7-yl)-2-methylpiperazine-1-carboxylate CC1=NN2C(C=C(C=C2C)C=2N=C3N(C(N2)=O)C=C(C=C3C)N3C[C@@H](N(CC3)C(=O)OC(C)(C)C)C)=C1